BrC=1SC=2N(C(=C(C(C2N1)=O)N1CCN(CC1)C(=O)OC(C)(C)C)CC)CC(=O)NC1=C(C=C(C=C1)C(F)(F)F)Cl tert-butyl 4-(2-bromo-4-(2-((2-chloro-4-(trifluoromethyl)phenyl)amino)-2-oxoethyl)-5-ethyl-7-oxo-4,7-dihydrothiazolo[5,4-b]pyridin-6-yl)piperazine-1-carboxylate